(3'-fluoro-[1,1'-biphenyl]-4-yl)methanol FC=1C=C(C=CC1)C1=CC=C(C=C1)CO